FC1(CNCC[C@H]1N1CCN(CC1)C=1C=CC(=NC1C)C1C(NC(CC1)=O)=O)F 3-(5-(4-((R)-3,3-difluoropiperidin-4-yl)piperazin-1-yl)-6-methylpyridin-2-yl)piperidine-2,6-dione